FC1=C(C=CC(=C1)N1N=C(C=C1)CO)NC1=NC=C2C=CC(=NC2=C1)N(C1CCC(CC1)O)CC(=O)O [[7-([2-fluoro-4-[3-(hydroxymethyl)pyrazol-1-yl]phenyl]amino)-1,6-naphthyridin-2-yl][(1r,4r)-4-hydroxycyclohexyl]amino]acetic acid